ClC1=CC(=CS1)C1=CC(=CN1)S(=O)(=O)NC1=C(C=C(C(=C1)F)OC(F)F)F 5-(5-chlorothiophen-3-yl)-N-[4-(difluoromethoxy)-2,5-difluorophenyl]-1H-pyrrole-3-sulfonamide